C12CC(C1)(C2)COC2=NN(C=C2)C2=CC=C(C(=N2)Cl)C(=O)NS(=O)(=O)C=2C=NN(C2C)C 6-[3-(3-bicyclo[1.1.1]pentanylmethoxy)pyrazol-1-yl]-2-chloro-N-(1,5-dimethylpyrazol-4-yl)sulfonyl-pyridine-3-carboxamide